tert-butyl 7-(4-fluorobenzyl)-2,3-dihydro-1H-pyrido[2,3-b][1,4]oxazine-1-carboxylate FC1=CC=C(CC2=CC3=C(OCCN3C(=O)OC(C)(C)C)N=C2)C=C1